3-(3-methyl-4-(4,4,5,5-tetramethyl-1,3,2-dioxaborolan-2-yl)-1H-indazol-1-yl)piperidine-2,6-dione CC1=NN(C2=CC=CC(=C12)B1OC(C(O1)(C)C)(C)C)C1C(NC(CC1)=O)=O